2-[5-(2-chloro-3-fluoro-phenyl)-3-[2-(methylsulfonimidoyl)ethyl]-2,4-dioxo-pyrimidin-1-yl]acetate ClC1=C(C=CC=C1F)C=1C(N(C(N(C1)CC(=O)[O-])=O)CCS(=O)(=N)C)=O